C1(CCCCC1)C1CN(C1)[C@@H]1[C@H](CCCC1)OC=1C=C2CN(C(C2=CC1)=O)C1C(NC(CC1)=O)=O 3-(5-(((1S,2S)-2-(3-cyclohexylazetidin-1-yl)cyclohexyl)oxy)-1-oxoisoindolin-2-yl)piperidine-2,6-dione